BrCC(=O)C1=C(C=C(C=C1)Br)C 2-Bromo-1-(4-bromo-2-methyl-phenyl)ethanone